CC1=CN=C2C(=N1)N(C(C(=C2C)C2CCN(CC2)C(=O)OC(C)(C)C)=O)CC2=NC=CN=C2C(F)(F)F tert-butyl 4-(3,8-dimethyl-6-oxo-5-((3-(trifluoromethyl)pyrazin-2-yl)methyl)-5,6-dihydropyrido[2,3-b]pyrazin-7-yl)piperidine-1-carboxylate